tert-butyl 4-(2-(2,6-dioxopiperidin-3-yl)-3-hydroxy-1-oxoisoindolin-5-yl)piperidine-1-carboxylate O=C1NC(CCC1N1C(C2=CC=C(C=C2C1O)C1CCN(CC1)C(=O)OC(C)(C)C)=O)=O